di(6-heptenyl) phthalate C(C=1C(C(=O)OCCCCCC=C)=CC=CC1)(=O)OCCCCCC=C